2-[(2RS)-2-(1-chlorocyclopropyl)-3-(2-chlorophenyl)-2-hydroxypropyl]-2H-1,2,4-triazole-3(4H)-thione ClC1(CC1)[C@](CN1N=CNC1=S)(CC1=C(C=CC=C1)Cl)O |r|